2-propyldecanoate C(CC)C(C(=O)[O-])CCCCCCCC